ClCC1=NC2=CC=CC=C2C(N1)=O 2-(chloromethyl)quinazolin-4(3H)-one